BrC=1C(=CC2=C(OC(O2)(F)F)C1)NC1=C(C(=O)NCCN2C[C@H]([C@@H](C2)O)O)C=CC=N1 2-((6-bromo-2,2-difluorobenzo[d][1,3]dioxol-5-yl)amino)-N-(2-((3R,4R)-3,4-dihydroxypyrrolidin-1-yl)ethyl)nicotinamide